C(C)[C@@]1(CS(C2=C(N(C1)C1=CC=CC=C1)C=C(C(=C2)O\C=C(\C(=O)OCC)/F)SC)(=O)=O)CCC ethyl (R)-(Z)-3-((3-ethyl-7-(methylthio)-1,1-dioxido-5-phenyl-3-propyl-2,3,4,5-tetrahydro-1,5-benzothiazepin-8-yl)oxy)-2-fluoroacrylate